Butyl N-[3-chloro-4-[[2-[3-(trifluoromethyl) pyrrolidin-1-yl]-4-pyridyl]oxy]phenyl]carbamate ClC=1C=C(C=CC1OC1=CC(=NC=C1)N1CC(CC1)C(F)(F)F)NC(OCCCC)=O